8-(cyclohexylsulfonyl)-3-(2-(4-(p-tolyl)piperazin-1-yl)ethyl)-2-oxa-8-azaspiro[4.5]decan-1-one C1(CCCCC1)S(=O)(=O)N1CCC2(CC(OC2=O)CCN2CCN(CC2)C2=CC=C(C=C2)C)CC1